dicyclohexyl-(3-fluorophenyl)phosphine C1(CCCCC1)P(C1=CC(=CC=C1)F)C1CCCCC1